C1C=CN2C(C=CC=C12)=O indolizin-5(1H)-one